1-butyl-3-methylimidazoliumdinitrile C(CCC)N1C([N+](C=C1)(C#N)C)C#N